C(C1=CC=CC=C1)SC=1C=C(C=2N(C1)C(=NC2)C(=O)[O-])F.[Li+] lithium 6-(benzylthio)-8-fluoroimidazo[1,5-a]pyridine-3-carboxylate